N1C=CC2=C1N=CC=C2S pyrrolo[2,3-b]pyridine-4-thiol